7-bromo-4-(cyclopropylethynyl)-4-(1,1-difluoroethyl)-6-fluoro-3,4-dihydroquinazolin-2(1H)-one BrC1=C(C=C2C(NC(NC2=C1)=O)(C(C)(F)F)C#CC1CC1)F